N-(1-(2-(1,1-difluoroethyl)-6-methylpyrimidin-4-yl)-3-((3's,4's)-4'-methyl-[1,3'-bipyrrolidin]-1'-yl)-1H-pyrazolo[4,3-c]pyridin-6-yl)acetamide FC(C)(F)C1=NC(=CC(=N1)N1N=C(C=2C=NC(=CC21)NC(C)=O)N2C[C@H]([C@H](C2)C)N2CCCC2)C